CP(O)(=O)CC1=CC=C(C=C1)C1=NOC(=N1)C(F)(F)F methyl(4-(5-(trifluoromethyl)-1,2,4-oxadiazol-3-yl)benzyl)phosphinic acid